C(CCCCCCC)OC1=CC=CC=C1 4-n-octyloxybenzene